S-nitroso-N-acetyl-cysteamine N(=O)SCCNC(C)=O